6-(5-(5-(3,5-difluorophenyl)-4,5-dihydro-1H-pyrazole-1-carbonyl)hexahydrocyclopenta[c]pyrrol-2(1H)-yl)pyrimidine-4-carbonitrile FC=1C=C(C=C(C1)F)C1CC=NN1C(=O)C1CC2C(CN(C2)C2=CC(=NC=N2)C#N)C1